tert-butyl (2S)-3-(3-chloro-7H-pyrrolo[2,3-c]pyridazin-6-yl)-2-methylmorpholine-4-carboxylate ClC1=CC2=C(N=N1)NC(=C2)C2N(CCO[C@H]2C)C(=O)OC(C)(C)C